(5S)-11-tert-Butyl-7,7-dimethyl-3-phenyl-17λ6-thia-2,8,10,16,22-pentaazatetracyclo[16.3.1.15,8.09,14]tricosa-1(21),9(14),10,12,18(22),19-hexaene-15,17,17-trione C(C)(C)(C)C1=NC=2N3C(C[C@H](CC(NC4=CC=CC(S(NC(C2C=C1)=O)(=O)=O)=N4)C4=CC=CC=C4)C3)(C)C